NC=1C(=C(C=NC1C1=C(C=C(C=C1)C#N)F)C1=NN=C(S1)N1CC2CCC(C1)N2C(=O)OC(C)(C)C)NC(C)C Tert-butyl 3-(5-(5-amino-6-(4-cyano-2-fluorophenyl)-4-(isopropylamino)pyridin-3-yl)-1,3,4-thiadiazol-2-yl)-3,8-diazabicyclo[3.2.1]octane-8-carboxylate